(S*)-3-[[5-[3-(Difluoromethoxy)-4-fluoro-phenyl]-3-pyridyl]methyl]-5-isopropyl-oxazolidin FC(OC=1C=C(C=CC1F)C=1C=C(C=NC1)CN1CO[C@H](C1)C(C)C)F |o1:20|